3-(4-chloro-3,5-dimethyl-pyrazol-1-yl)-N-(2,2-difluoro-1,3-benzodioxol-5-yl)-N-methyl-benzenesulfonamide ClC=1C(=NN(C1C)C=1C=C(C=CC1)S(=O)(=O)N(C)C1=CC2=C(OC(O2)(F)F)C=C1)C